5-bromo-4-chloro-7-isopropyl-6-methyl-7H-pyrrolo[2,3-d]pyrimidine BrC1=C(N(C=2N=CN=C(C21)Cl)C(C)C)C